FC(C1=CC(=NC=C1)C(=O)N)(F)F 4-(trifluoromethyl)pyridine-2-carboxamide